(S)-1-(3-(3-methyl-1H-pyrazol-5-yl)-5-((R)-3-methylmorpholino)isothiazolo[4,5-b]pyridin-7-yl)pyrrolidin-3-ol CC1=NNC(=C1)C1=NSC=2C1=NC(=CC2N2C[C@H](CC2)O)N2[C@@H](COCC2)C